6-(4-Chlorophenyl)-2-(1-(methyl-d3)-1H-pyrazol-4-yl)-3-oxo-2,3-dihydropyridazine-4-carboxylic acid ClC1=CC=C(C=C1)C=1C=C(C(N(N1)C=1C=NN(C1)C([2H])([2H])[2H])=O)C(=O)O